C(=O)O.NCCOCCNC(C1=C(C=C(C=C1)NC=1C=2N(C=CN1)C(=CN2)C=2C(=NN(C2)CCN(C)C)C(F)(F)F)CC)=O N-[2-(2-aminoethoxy)ethyl]-4-[[3-[1-[2-(dimethylamino)ethyl]-3-(trifluoromethyl)pyrazol-4-yl]imidazo[1,2-a]pyrazin-8-yl]amino]-2-ethylbenzamide formate